mono(2-lauramidoethyl) ether C(CCCCCCCCCCC)(=O)NCCOCCNC(CCCCCCCCCCC)=O